4-(((4-(5-chloro-2-((1-((2-(2,6-dioxopiperidin-3-yl)-1-oxoisoindolin-4-yl)methyl)piperidin-4-yl)amino)pyridin-4-yl)thiazol-2-yl)amino)methyl)tetrahydro-2H-pyran-4-carbonitrile ClC=1C(=CC(=NC1)NC1CCN(CC1)CC1=C2CN(C(C2=CC=C1)=O)C1C(NC(CC1)=O)=O)C=1N=C(SC1)NCC1(CCOCC1)C#N